3-(4-Diethylaminophenyl)-3-(1-ethyl-2-methylindol-3-yl)phthalide C(C)N(C1=CC=C(C=C1)C1(OC(=O)C2=CC=CC=C12)C1=C(N(C2=CC=CC=C12)CC)C)CC